FCCO 2-fluoroethanol